N[C@@H]1CN(CC[C@@H]1F)C1=NC2=C(N1CC1=NC=C(C=C1)C#N)C=CC(=C2)C#N 2-((3R,4S)-3-amino-4-fluoropiperidin-1-yl)-1-((5-cyanopyridin-2-yl)methyl)-1H-benzo[d]imidazole-5-carbonitrile